[Na+].N(=O)[O-] nitrous acid sodium salt